9,9-bis[4-(2-hydroxyethoxy)-3-t-Butylphenyl]fluorene OCCOC1=C(C=C(C=C1)C1(C2=CC=CC=C2C=2C=CC=CC12)C1=CC(=C(C=C1)OCCO)C(C)(C)C)C(C)(C)C